N[C@H](C)C=1C=C(C=C2C(N(C(=NC12)C1(CCC1)F)C)=O)C (R)-8-(1-aminoethyl)-2-(1-fluorocyclobutyl)-3,6-dimethylquinazolin-4(3H)-one